6-methyl-4-{2-[4-(2-(4-methyl-5-oxo-1,4-diazepan-1-yl)ethoxy)phenyl]quinolin-6-yl}-1-tosyl-1,6-dihydro-7H-pyrrolo[2,3-c]pyridin-7-one CN1C(C2=C(C(=C1)C=1C=C3C=CC(=NC3=CC1)C1=CC=C(C=C1)OCCN1CCN(C(CC1)=O)C)C=CN2S(=O)(=O)C2=CC=C(C)C=C2)=O